C1(CC1)C1=NN(C(=C1)NC1=CC(=NC=C1)CC(C)O)C1CCOCC1 (4-((3-cyclopropyl-1-(tetrahydro-2H-pyran-4-yl)-1H-pyrazol-5-yl)amino)pyridin-2-yl)propan-2-ol